N[C@@H](CCCN)C(=O)O e-ornithine